4-amino-5-fluoro-1-[(2r,5s)-2-hydroxymethyl-1,3-oxathiolan-5-yl]-2(1H)-pyrimidinone NC1=NC(N(C=C1F)[C@@H]1CS[C@@H](O1)CO)=O